CN1C(CC(CC1(C)C)OC(OC1CC(N(C(C1)(C)C)C)(C)C)=O)(C)C bis(1,2,2,6,6-pentamethyl-4-piperidyl)carbonate